(1S,9S,10S)-4-(1,1-dideuterio-2,2-difluoro-ethoxy)-17-(oxetan-2-ylmethyl)-17-azatetracyclo[7.5.3.01,10.02,7]heptadeca-2,4,6-triene [2H]C(C(F)F)(OC=1C=C2[C@@]34[C@@H]([C@H](CC2=CC1)N(CC4)CC4OCC4)CCCC3)[2H]